CC(C(=O)C1=CC=C(C=C1)SC)(C)N1CCOCC1 2-methyl-1-[4'-(methylthio)phenyl]-2-morpholinopropan-1-one